N-(1-(3-cyano-6-(1-methyl-1H-pyrazol-4-yl)pyrazolo[1,5-a]pyridin-4-yl)-1H-pyrazol-4-yl)-2-(6-(4-fluoro-1H-pyrazol-1-yl)pyridin-3-yl)propionamide hydrochloride Cl.C(#N)C=1C=NN2C1C(=CC(=C2)C=2C=NN(C2)C)N2N=CC(=C2)NC(C(C)C=2C=NC(=CC2)N2N=CC(=C2)F)=O